OC1=C(C(/C=C/C2=CC=CC=C2)=O)C(=CC(=C1)OC)O 2',6'-Dihydroxy-4'-methoxychalcone